arachate C(CCCCCCCCCCCCCCCCCCC)(=O)[O-]